3-(5-bromo-3-methoxy-2-pyridyl)-6-chloro-pyridazine BrC=1C=C(C(=NC1)C=1N=NC(=CC1)Cl)OC